NCCCNCCC1=CC=C(C(=O)NC2=CC=C(C=C2)S(=O)(=O)N2CCN(CC2)C2=NC(=CC(=C2)C(C)(F)F)Cl)C=C1 4-[2-(3-Aminopropylamino)ethyl]-N-[4-[4-[6-chloro-4-(1,1-difluoroethyl)-2-pyridyl]piperazin-1-yl]sulfonylphenyl]benzamide